S1C(=CC=C1)C(CC)O 1-(2-thienyl)-1-propanol